COC(\C(=C\C1=CC=C(C=C1)OC)\C1=CC=CC=C1)=C1SCCCS1 (E)-2-(1-Methoxy-3-(4-methoxyphenyl)-2-PHENYLALLYLIDENE)-1,3-dithiane